(R)-4-(4-((1-(3-(difluoromethyl)-2-fluorophenyl)ethyl)amino)-7-methoxyquinolin-6-yl)tetrahydro-2H-pyran-4-ol FC(C=1C(=C(C=CC1)[C@@H](C)NC1=CC=NC2=CC(=C(C=C12)C1(CCOCC1)O)OC)F)F